C(#N)N1C[C@@H]([C@@H](C1)C)C=1N=C(SC1C1=CC=CC=C1)C(=O)N ((3R,4S)-1-cyano-4-methylpyrrolidin-3-yl)-5-phenylthiazole-2-carboxamide